5-(3-chloroimidazo[1,2-b]pyridazin-6-yl)-2-ethoxy-7H-pyrrolo[2,3-d]pyrimidine ClC1=CN=C2N1N=C(C=C2)C2=CNC=1N=C(N=CC12)OCC